C(C)OC(=O)\C(\C)=C\1/C(C(C1)C(=O)OCC)(C)C ethyl (Z)-3-(1-ethoxycarbonylethylidene)-2,2-dimethylcyclobutanecarboxylate